3-((2R,4R,5R)-5-((bis(4-methoxyphenyl)(phenyl)methoxy)methyl)-4-hydroxytetrahydrofuran-2-yl)-8-(diethylamino)benzo[b][1,8]naphthyridin-2(1H)-one COC1=CC=C(C=C1)C(OC[C@@H]1[C@@H](C[C@@H](O1)C1=CC=2C=C3C(=NC2NC1=O)C=C(C=C3)N(CC)CC)O)(C3=CC=CC=C3)C3=CC=C(C=C3)OC